6-fluoro-2-phenyl-1,2,3,4-tetrahydroquinoline FC=1C=C2CCC(NC2=CC1)C1=CC=CC=C1